methyl 2-(4-methoxyphenyl)-3-oxoisoindoline-1-carboxylate COC1=CC=C(C=C1)N1C(C2=CC=CC=C2C1=O)C(=O)OC